p-methylsulfonyl-phenylserine copper salt [Cu+2].CS(=O)(=O)C1=CC=C(C=C1)N[C@@H](CO)C(=O)[O-].CS(=O)(=O)C1=CC=C(C=C1)N[C@@H](CO)C(=O)[O-]